C(CCC)OC1=CC=CC=2C=C(OC21)C(C)NCC2(CCCCC2)O (((1-(7-butoxybenzofuran-2-yl)ethyl)amino)methyl)cyclohexanol